NC1=CC2=CN(N=C2C=C1C=1C=C(C=CC1)O)CCN1CCOCC1 3-(5-amino-2-(2-morpholinoethyl)-2H-indazol-6-yl)phenol